CC1=C(C=C(C=C1)C)C=1C=C2C(=NC1)N(C(N2)=O)[C@H](CS(=O)(=O)C)C2=NC(=C(C=C2)OC)OCC (S)-6-(2,5-dimethylphenyl)-3-(1-(6-ethoxy-5-methoxypyridin-2-yl)-2-(methylsulfonyl)ethyl)-1H-imidazo[4,5-b]pyridin-2(3H)-one